ClC1=C(C=C(C=C1)N(C(=O)C1N(NC(C1)=O)C1=NC(=CC(=N1)C)C(F)(F)F)C([2H])([2H])[2H])C N-(4-chloro-3-methylphenyl)-N-(methyl-d3)-2-(4-methyl-6-(trifluoromethyl)-pyrimidin-2-yl)-5-oxopyrazolidine-3-carboxamide